FC(C1=CC=C(C=N1)OC[C@@H]1CC[C@H](CC1)CN)(F)F (trans-4-(((6-(trifluoromethyl)pyridin-3-yl)oxy)methyl)cyclohexyl)methylamine